1-(6-chloro-4-isopropyl-2,7-naphthyridin-1-yl)azetidine-3-carboxylic acid methyl ester COC(=O)C1CN(C1)C1=NC=C(C2=CC(=NC=C12)Cl)C(C)C